FC(C1=NN=C(O1)C1=CC=C(CN2N=C(N=N2)C2=CC3=C(N(C(N3)=O)C)C=C2)C=C1)F 5-(2-(4-(5-(difluoromethyl)-1,3,4-oxadiazol-2-yl)benzyl)-2H-tetrazol-5-yl)-1-methyl-1,3-dihydro-2H-benzo[d]imidazol-2-one